C(=CC1=CC=CC=C1)N.C1(\C=C/C(=O)O1)=O maleic anhydride styreneamine salt